COC1=CC=C2C(=N1)C=CN2C[C@@H](C)N (R)-1-(5-methoxy-1H-pyrrolo[3,2-b]pyridin-1-yl)propan-2-amine